NC1=C2C(=NC=N1)N(N=C2C2=CC=C(C=C2)OC2=CC=CC=C2)C2CCN(CC2)C2CCN(CC2)CCCN2CCN(CC2)C2=CC=C(C=C2)N2C(NC(CC2)=O)=O 1-(4-(4-(3-(4-(4-amino-3-(4-phenoxyphenyl)-1H-pyrazolo[3,4-d]pyrimidin-1-yl)-[1,4'-bipiperidin]-1'-yl)propyl)piperazin-1-yl)phenyl)dihydropyrimidine-2,4(1H,3H)-dione